NC=1N=C(C=C2C=C(N=CC12)NC(=O)NC)Cl 1-(8-amino-6-chloro-2,7-naphthyridin-3-yl)-3-methyl-urea